tert-Butyl 2-(3-bromophenyl)propanoate BrC=1C=C(C=CC1)C(C(=O)OC(C)(C)C)C